C(C)(C)(C)OC(=O)N(C1=CC(=NC=2N1N=CC2CC)NC[C@@H]2[C@H](CN(CC2)C(=O)OC(C)(C)C)O)CC2=C(C=C(C=C2)C2=NC=CC=C2)F tert-butyl (3R,4R)-4-(((7-((tert-butoxycarbonyl)(2-fluoro-4-(pyridin-2-yl)benzyl)amino)-3-ethylpyrazolo[1,5-a]pyrimidin-5-yl)amino)methyl)-3-hydroxypiperidine-1-carboxylate